Ethyl (Z)-2-benzyl-3-(tributylstannyl)but-2-enoate C(C1=CC=CC=C1)/C(/C(=O)OCC)=C(\C)/[Sn](CCCC)(CCCC)CCCC